NCCN(C(OC(C)(C)C)=O)C([2H])([2H])[2H] tert-butyl (2-aminoethyl)(trideuteriomethyl)carbamate